N-hydroxy-2,5-dioxopyrrolidine tert-butoxycarbonyl-glycinate C(C)(C)(C)OC(=O)NCC(=O)O.ON1C(CCC1=O)=O